1-(tert-butyl) 2-methyl (2S,4S)-4-(N-((1s,4R)-4-methylcyclohexyl)pivalamido)pyrrolidine-1,2-dicarboxylate CC1CCC(CC1)N(C(C(C)(C)C)=O)[C@H]1C[C@H](N(C1)C(=O)OC(C)(C)C)C(=O)OC